plutonium(IV) oxalate C(C(=O)[O-])(=O)[O-].[Pu+4].C(C(=O)[O-])(=O)[O-]